NC=1C2=C(N=CN1)C(=NC(=C2)C2CCC2)C=2C(=C(C=CC2C)O)C (R)-3-(4-amino-6-cyclobutylpyrido[3,4-d]pyrimidin-8-yl)-2,4-dimethylphenol